C(CC(O)(C(=O)O)CC(=O)O)(=O)O.FC1=CC=C(S1)CC[C@@]1(CN(CC1)C(C)(C)C=1C=NC(=CC1)C)CNC(=O)NC1=CC=CC=C1 |o1:21| (S or R)-1-((3-(2-(5-fluorothiophen-2-yl)ethyl)-1-(2-(6-methylpyridin-3-yl)propan-2-yl)pyrrolidin-3-yl)methyl)-3-phenylurea citrate